(((1s,5R,7R,11R)-5,7,11-tris(hydroxymethyl)-6,12-di-p-tolyl-3,9-diaza-pentacyclo[6.4.0.02,7.04,11.05,10]dodec-1-yl)methyl)glycine OCC12C3NC4C5(C(C3(C2NC5C4(C1C1=CC=C(C=C1)C)CO)CO)C1=CC=C(C=C1)C)CNCC(=O)O